4-(4-trifluoromethoxyphenoxy)piperidine FC(OC1=CC=C(OC2CCNCC2)C=C1)(F)F